2-((2S)-1-Acryloyl-4-(7-(7-methoxy-3,4-dihydroquinolin-1(2H)-yl)-2-(2-(pyrrolidin-1-yl)ethoxy)-5,6,7,8-tetrahydroquinazolin-4-yl)piperazin-2-yl)acetonitrile C(C=C)(=O)N1[C@H](CN(CC1)C1=NC(=NC=2CC(CCC12)N1CCCC2=CC=C(C=C12)OC)OCCN1CCCC1)CC#N